2-hydroxy-5-(3,4,7,8-tetrahydroxy-3,4-dihydro-2H-chromen-2-yl)phenolate OC1=C(C=C(C=C1)C1OC2=C(C(=CC=C2C(C1O)O)O)O)[O-]